BrC1=C(N=C(S1)CN1C(C2=CC=CC=C2C1=O)=O)C 2-[(5-bromo-4-methyl-thiazol-2-yl)methyl]isoindoline-1,3-dione